8-chloro-6-{2,8-dimethylimidazo[1,2-b]pyridazin-6-yl}-2-(piperidin-4-yl)isoquinolin-1-one ClC=1C=C(C=C2C=CN(C(C12)=O)C1CCNCC1)C=1C=C(C=2N(N1)C=C(N2)C)C